NC1=C(C=C(C=N1)NC(C(=O)N1[C@H](CC[C@@H](C1)C)C1=CC=C(C=C1)N1CCN(CC1)CC)=O)CC |r| rac-N-(6-amino-5-ethyl-3-pyridyl)-2-[(2R,5S)-2-[4-(4-ethylpiperazin-1-yl)phenyl]-5-methyl-1-piperidyl]-2-oxo-acetamide